N-(2-(2,6-dioxopiperidin-3-yl)-1-oxoisoindolin-5-yl)-1-(methoxymethyl)-1a,6b-dihydrocyclopropa[b]indole-2(1H)-carboxamide O=C1NC(CCC1N1C(C2=CC=C(C=C2C1)NC(=O)N1C2C(C=3C=CC=CC13)C2COC)=O)=O